(4-((5-chloro-4-(1-isopropyl-1H-pyrazol-4-yl)pyrimidin-2-yl)amino)-3-methoxyphenyl)(3-morpholinoazetidin-1-yl)methanone ClC=1C(=NC(=NC1)NC1=C(C=C(C=C1)C(=O)N1CC(C1)N1CCOCC1)OC)C=1C=NN(C1)C(C)C